N-(3,3-Dimethyl-butyl)-2-ethylsulfanyl-4-methyl-6-morpholin-4-yl-pyridine-3-carboxylic acid amide CC(CCNC(=O)C=1C(=NC(=CC1C)N1CCOCC1)SCC)(C)C